rac-3-propylpiperidine hydrochloride Cl.C(CC)[C@H]1CNCCC1 |r|